CC(COCC(C)Cl)Cl methyl-2-chloroethyl ether